(3S)-1-[1-[5-(trifluoromethyl)-2-pyridinyl]-4-piperidinyl]piperidin-3-ol FC(C=1C=CC(=NC1)N1CCC(CC1)N1C[C@H](CCC1)O)(F)F